2-azaadenine N1=NN=C2N=CNC2=C1N